N1=CN=C2NC=NC2=C1NCC1=CC=C(O1)C#N 5-((9H-purin-6-ylamino)methyl)furan-2-carbonitrile